C1N(CCC2=CC=CC=C12)CCCCC1=CC=C(C(=N1)C(=O)[O-])O 6-(4-(3,4-Dihydroisoquinolin-2(1H)-yl) butyl)-3-hydroxypicolinate